ClC=1C=NN(C1)C=1C=C(C(=NC1)C1=NC=2N(C=C1)N=C(C2)C(F)(F)F)S(=O)(=O)CC 5-(5-(4-chloro-1H-pyrazol-1-yl)-3-(ethylsulfonyl)pyridin-2-yl)-2-(trifluoromethyl)pyrazolo[1,5-a]pyrimidine